NC=1C(=NC(=C(N1)N1CCC(CC1)(C)N)C=1OC=NN1)C=1C=C2C=CC(=CC2=CC1)C(=O)OCC ethyl 6-(3-amino-5-(4-amino-4-methylpiperidin-1-yl)-6-(1,3,4-oxadiazol-2-yl) pyrazin-2-yl)-2-naphthoate